α-L-Rhamnopyranosyl-(1→2)-α-L-rhamnopyranosyl-(1→4)-L-rhamnose [C@@H]1([C@H](O)[C@H](O)[C@@H](O)[C@@H](O1)C)O[C@H]1[C@@H](O[C@H]([C@@H]([C@H]1O)O)C)O[C@H]([C@H]([C@H](C=O)O)O)[C@@H](O)C